(4-methoxyphenyl)-1,2,4-thiadiazole COC1=CC=C(C=C1)C1=NSC=N1